(+)-1,2-diphenylethylenediamine C1=CC=C(C=C1)[C@H]([C@@H](C2=CC=CC=C2)N)N